N-ethyl-(dimethylaminopropyl)carbodiimide C(C)N=C=NCCCN(C)C